BrCC1(CC1)C#N 1-(bromomethyl)cyclopropanecarbonitrile